dibenzo(B,E)fluoranthene C1=CC=CC2=C1C=C1C3=CC=CC=C3C=3C=C4C(=C2C13)C=CC=C4